3-(3,5-dimethylphenyl)-1,5-dimethyl-1H-pyrazole-4-ol CC=1C=C(C=C(C1)C)C1=NN(C(=C1O)C)C